1,4-diphenyl-2-(m-tolyl)butane-1,4-dione C1(=CC=CC=C1)C(C(CC(=O)C1=CC=CC=C1)C=1C=C(C=CC1)C)=O